O1COC2=C1C=CC(=C2)C(=O)N benzo[d][1,3]dioxol-5-carboxamide